C(CC(C(=O)[O-])CC(=O)[O-])(=O)[O-] tricarballylate